[O-]S(=O)(=O)C(F)(F)F.C(C)[NH+]1C(CCCC1)C 1-Ethyl-2-methylpiperidinium triflate